3-benzylidene-camphene C(C1=CC=CC=C1)=C1CC2(CC=C1C2(C)C)C